Dimethyl 2-(3-chloro-1H-indazol-1-yl)bicyclo[1.1.1]pentane-1,3-dicarboxylate ClC1=NN(C2=CC=CC=C12)C1C2(CC1(C2)C(=O)OC)C(=O)OC